Lithium sulfate tert-butyl-(2S,4S)-4-((7-bromo-2-(3-(dimethylamino)azetidin-1-yl)-8-fluoro-6-iodo-3-nitroquinolin-4-yl)amino)-2-(2-(tert-butoxy)-2-oxoethyl)piperidine-1-carboxylate C(C)(C)(C)OC(=O)N1[C@@H](C[C@H](CC1)NC1=C(C(=NC2=C(C(=C(C=C12)I)Br)F)N1CC(C1)N(C)C)[N+](=O)[O-])CC(=O)OC(C)(C)C.S(=O)(=O)([O-])[O-].[Li+].[Li+]